(3-isocyanatopropyl)triethoxysilane (4,4,5,5-tetramethyl-1,3,2-dioxaborolan-2-yl)benzoate CC1(OB(OC1(C)C)C1=C(C(=O)O)C=CC=C1)C.N(=C=O)CCC[Si](OCC)(OCC)OCC